N[C@H](CO)CC1=CC=CC=C1 (S)-(+)-2-amino-3-phenyl-1-propanol